C1=CPC(=C1)C(=O)O phospholic acid